ethyl 3-[1-(2-chloroethyl)-4-methyl-1H-benzotriazol-5-yl]-3-(4-methyl-3-{[6-(2-nitrophenoxy)-2,2-dioxo-2H-1,2λ6,3-benzoxathiazin-3(4H)-yl]methyl}phenyl)propanoate ClCCN1N=NC2=C1C=CC(=C2C)C(CC(=O)OCC)C2=CC(=C(C=C2)C)CN2S(OC1=C(C2)C=C(C=C1)OC1=C(C=CC=C1)[N+](=O)[O-])(=O)=O